FC=1C=CC=C2C(=CC=NC12)C1=C2C=C(C(=CC2=CC2=C1C(OC2)=O)OC)OC 9-(8-fluoroquinolin-4-yl)-6,7-dimethoxynaphtho[2,3-c]furan-1(3H)-one